(3S,4R)-3-fluoro-1-(4-((8-((2R,3R)-3-fluoro-2-methylazetidin-1-yl)-5-isopropyl-2,7-naphthyridin-3-yl)amino)pyrimidin-2-yl)-3-methylpiperidin-4-ol F[C@]1(CN(CC[C@H]1O)C1=NC=CC(=N1)NC=1N=CC2=C(N=CC(=C2C1)C(C)C)N1[C@@H]([C@@H](C1)F)C)C